[K+].FC(C(C(C(C(C(F)(F)F)(F)F)(F)F)(F)F)(F)F)(S(=O)(=O)[O-])F perfluorohexanesulfonic acid potassium salt